The molecule is a 1-(alk-1-enyl)-2-acyl-sn-glycero-3-phosphoethanolamine in which the alkyl and the acyl groups at positions 1 and 2 are specified as (1Z)-octadecenyl and (8Z,11Z,14Z)-icosatrienoyl respectively. It has a role as a mouse metabolite. It derives from an all-cis-icosa-8,11,14-trienoic acid. CCCCCCCCCCCCCCCC/C=C\\OC[C@H](COP(=O)(O)OCCN)OC(=O)CCCCCC/C=C\\C/C=C\\C/C=C\\CCCCC